5-(3-ethoxyazetidin-1-yl)-2-[[5-[2-fluoro-4-(trifluoromethyl)phenyl]-3-methyl-triazol-4-yl]methyl]pyridazin-3-one C(C)OC1CN(C1)C1=CC(N(N=C1)CC=1N(N=NC1C1=C(C=C(C=C1)C(F)(F)F)F)C)=O